2-amino-6-[(4E-cyclooct-4-en-1-yl)oxycarbonylamino]hexanoic acid NC(C(=O)O)CCCCNC(=O)OC1CC\C=C\CCC1